(13S)-13-amino-3-(difluoromethyl)-3,4,7,15-tetraazatricyclo[12.3.1.02,6]Octadeca-1(18),2(6),4,14,16-pentaen-8-one dihydrochloride Cl.Cl.N[C@H]1CCCCC(NC=2C=NN(C2C=2C=CN=C1C2)C(F)F)=O